2-trifluoromethyl-nicotinic acid FC(C1=C(C(=O)O)C=CC=N1)(F)F